(R)-N-((1R,2R)-1-(3-chloro-4-cyclopropoxyphenyl)-1-hydroxy-3-(pyrrolidin-1-yl)propan-2-yl)-1-(4-fluorophenyl)pyrrolidine-3-carboxamide ClC=1C=C(C=CC1OC1CC1)[C@H]([C@@H](CN1CCCC1)NC(=O)[C@H]1CN(CC1)C1=CC=C(C=C1)F)O